(S)-4-(4-(1H-pyrazol-4-yl)piperidin-2-yl)benzoate N1N=CC(=C1)C1C[C@H](NCC1)C1=CC=C(C(=O)[O-])C=C1